S1C2=C(C(=C1)C1=NC(=NC=C1)NC=1C(=CC(=C(C1)NC(C=C)=O)N(C)CCN(C)C)OC)C=CC=C2 N-(5-((4-(benzo[b]thiophen-3-yl)pyrimidin-2-yl)amino)-2-((2-(dimethyl-amino)-ethyl)(methyl)amino)-4-methoxyphenyl)acrylamide